Cyclobutyl (1R,3R)-3-(6-fluoro-5-(((R)-1-(5-fluoro-2-methoxypyridin-3-yl)ethyl)amino)pyrazolo[1,5-c]pyrimidine-3-carboxamido)-4-methylbenzenesulfonate FN1CN2C(C=C1N[C@H](C)C=1C(=NC=C(C1)F)OC)=C(C=N2)C(=O)NC=2C=C(C=CC2C)S(=O)(=O)OC2CCC2